ClC=1C(=CC2=CN(N=C2C1)C)N 6-chloro-2-methyl-indazol-5-amine